FC(C1(CC2(CNC2)C1)O)(F)F 6-(trifluoromethyl)-2-azaspiro[3.3]heptan-6-ol